C(C)C1(CCC(CC1)NC(=O)C1=NC(=CC2=CC=CC=C12)N1C=NC=C1)O N-((trans)-4-ethyl-4-hydroxycyclohexyl)-3-(1H-imidazol-1-yl)isoquinoline-1-carboxamide